(9H-fluoren-9-yl)methyl (S)-4-(3-(allyloxy)-3-oxopropyl)-5-oxooxazolidine-3-carboxylate C(C=C)OC(CC[C@@H]1N(COC1=O)C(=O)OCC1C2=CC=CC=C2C=2C=CC=CC12)=O